CC1(CC1)CNC=1N=CC2=C(N1)NC=C2C=2C=C1N=C(C=NC1=CC2)OC2CCN(CC2)C N-((1-methylcyclopropyl)methyl)-5-(3-((1-methylpiperidin-4-yl)oxy)quinoxalin-6-yl)-7H-pyrrolo[2,3-d]pyrimidin-2-amine